tris(dimethylaminosilyl)-amino-bis(dimethylamino)borane CN(C)[SiH2]C(N(C)B(N(C)C)N)([SiH2]N(C)C)[SiH2]N(C)C